3-[(R)-ethylsulfinyl]-N'-hydroxy-pyridine-2-carboxamidine C(C)[S@@](=O)C=1C(=NC=CC1)C(=NO)N